1-(1-(4-(5-(2-azaspiro[3.3]heptan-2-yl)pyridin-3-yl)-1H-1,2,3-triazol-1-yl)ethyl)-4-((R)-3-((cyclobutylmethyl)amino)piperidin-1-yl)pyridin C1N(CC12CCC2)C=2C=C(C=NC2)C=2N=NN(C2)C(C)N2CC=C(C=C2)N2C[C@@H](CCC2)NCC2CCC2